N1C(=NC2=C1C=CC=C2)C2=C(C(=CC=C2)Cl)C=2C(=CC(=CC2)C(N[C@@H](CCC)C2CCCC2)=O)C(=O)O (S)-2'-(1H-1,3-benzodiazol-2-yl)-6'-chloro-4-[(1-cyclopentylbutyl)carbamoyl]-[1,1'-biphenyl]-2-carboxylic acid